2-[(4-{3-[(2-cyano-4-fluorophenoxy)methyl]phenoxy}piperidin-1-yl)methyl]-4-fluoro-1-{[(2S)-oxetan-2-yl]methyl}-1H-1,3-benzodiazole-6-carboxylic acid C(#N)C1=C(OCC=2C=C(OC3CCN(CC3)CC3=NC4=C(N3C[C@H]3OCC3)C=C(C=C4F)C(=O)O)C=CC2)C=CC(=C1)F